2-Methylaniline CC1=C(N)C=CC=C1